CC=1C=NN2N=CN(C(C21)=O)CC2=NC(=NO2)[C@H]2C[C@@H](OC2)C2=CC=C(C#N)C=C2 4-((2R,4R)-4-(5-((5-methyl-4-oxopyrazolo[5,1-f][1,2,4]triazin-3(4H)-yl)methyl)-1,2,4-oxadiazol-3-yl)tetrahydrofuran-2-yl)benzonitrile